NC1=CC=C2C(=N1)C(OC2=O)(C)C 2-Amino-7,7-dimethylfuro[3,4-b]pyridin-5(7H)-one